O[C@]1(CN(C[C@H](OC1)CO)C(=O)OC(C)(C)C)C tert-butyl (2S,6S)-6-hydroxy-2-(hydroxymethyl)-6-methyl-1,4-oxazepane-4-carboxylate